COC=1C(=NC(=NC1C=1C=NN(C1)C)N1CCC2=CC(=CC=C12)S(=O)(=O)C)N(C1=NN(C(=C1)C)C1OCCCC1)CC1=CC=C(C=C1)OC 5-methoxy-N-(4-methoxybenzyl)-N-(5-methyl-1-(tetrahydro-2H-pyran-2-yl)-1H-pyrazol-3-yl)-6-(1-methyl-1H-pyrazol-4-yl)-2-(5-(methylsulfonyl)indolin-1-yl)pyrimidin-4-amine